C(C)N(C(COC1=CC=C(C=C1)C(/C=C/C1=CC=C(C(=O)O)C=C1)=O)=O)CC 4-[(E)-3-[4-[2-(Diethylamino)-2-oxoethoxy]phenyl]-3-oxoprop-1-enyl]benzoic acid